CC(CC1=CC=C(C=C1)N1N=C2N(C1=O)[C@@H](CC2)C2=CC=CC=C2)C (5S)-2-[4-(2-methylpropyl)phenyl]-5-phenyl-2,5,6,7-tetrahydro-3H-pyrrolo[2,1-c][1,2,4]triazol-3-one